aniline bromide [Br-].NC1=CC=CC=C1